N=1N=C(NC1)N=CC1=C(C=CC=C1)O 2-(4H-1,2,4-triazol-3-yl)iminomethylphenol